aminopropyl-methacrylamide NCCCC=C(C(=O)N)C